(R)-2-(1-methyl-1H-pyrazol-4-yl)morpholine CN1N=CC(=C1)[C@@H]1CNCCO1